1-Formamido-1,4a-dimethyl-6-methylene-5-((E)-2-(2-oxo-2,5-dihydrofuran-3-yl)ethenyl)decahydronaphthalen-2-yl 2-nitrobenzoate [N+](=O)([O-])C1=C(C(=O)OC2C(C3CCC(C(C3(CC2)C)\C=C\C=2C(OCC2)=O)=C)(C)NC=O)C=CC=C1